cyclopent-3-ene-1,2-diol C1(C(C=CC1)O)O